C(C)\C(=C/C(/CNC(=O)C=1C=NC=CC1)=N/O)\C(C(C)C)[N+](=O)[O-] N-((2Z,3E)-4-ethyl-2-(hydroxyimino)-6-methyl-5-nitro-3-heptenyl)-3-pyridinecarboxamide